C1(=CC=CC=C1)SCC1=CC=CC=C1 phenyl-[(phenyl) methyl] sulfide